Allyl (12aS)-8-methoxy-6-oxo-12-((tetrahydro-2H-pyran-2-yl)oxy)-9-((triisopropylsilyl)oxy)-12a,13-dihydro-6H-benzo[5,6][1,4]-diazepino[1,2-a]indole-11(12H)-carboxylate COC1=CC2=C(N(C([C@H]3N(C4=CC=CC=C4C3)C2=O)OC2OCCCC2)C(=O)OCC=C)C=C1O[Si](C(C)C)(C(C)C)C(C)C